Cl.BrC1=CC=C(C=C1)N1C[C@@H]2C([C@@H]2C1)N (1R,5S,6s)-3-(4-bromophenyl)-3-azabicyclo[3.1.0]Hexane-6-amine hydrochloride